FC=1C=C(C=C(C1)F)CC(=O)NN1C(=NC2=CC=CC(=C2C1=O)F)N(C)C(C)C 2-(3,5-Difluoro-phenyl)-N-[5-fluoro-2-(isopropyl-methyl-amino)-4-oxo-4H-quinazolin-3-yl]-acetamide